1-(pyridazine-3-carbonyl)azetidin N1=NC(=CC=C1)C(=O)N1CCC1